Cl.ClC1=C(C=CC=C1[C@]1(NC(N(C(C1)=O)[C@H]1C[C@H](OCC1)C)=N)C)NC(C1=C(C=C(C=C1)F)OC(F)(F)F)=O |o1:15,17| N-(2-Chloro-3-{(4S)-2-imino-4-methyl-1-[(2R*,4R*)-2-methyl-tetrahydropyran-4-yl]-6-oxo-hexahydropyrimidin-4-yl}phenyl)-4-fluoro-2-(trifluoromethoxy)-benzamide hydrochloride